bis-n-octyl-dithio-propionic acid C(CCCCCCC)C(C(=S)S)(C)CCCCCCCC